COC[C@@H](NC(CCC(F)(F)F)=O)C1=CC(=NC=C1)NC(OC(C)(C)C)=O tert-butyl (S)-(4-(2-methoxy-1-(4,4,4-trifluorobutanamido)ethyl)pyridin-2-yl)carbamate